COC(=O)C1=CC(=C2C(=N1)CCO2)CC2=CC=C(C=C2)C=2N=NN(C2)C 7-(4-(1-methyl-1H-1,2,3-triazol-4-yl)benzyl)-2,3-dihydrofuro[3,2-b]pyridine-5-carboxylic acid methyl ester